CC1=C(C=CC=C1C)C(C)C=1NC=NC1 4-[1-(2,3-Dimethylphenyl)ethyl]-3H-imidazole